CN(C/C=C/C(=O)N1[C@@H](CCC1)C(=O)NCCN1C=NC=2C=NC(=CC21)NC=2SC(=CN2)C2=CC=C(C=C2)F)C (2S)-1-[(E)-4-(dimethylamino)but-2-enoyl]-N-[2-[6-[[5-(4-fluorophenyl)thiazol-2-yl]amino]imidazo[4,5-c]pyridin-1-yl]ethyl]pyrrolidine-2-carboxamide